C(CCCCCCCCC)(=O)OC\C=C(\CC\C=C(\CCC=C(C)C)/C)/C (E,E)-3,7,11-Trimethyl-2,6,10-dodecatrienyl decanoate